(2S,4R)-N-((R)-1-(4-carbamimidoylthiophen-2-yl)ethyl)-1-((9,9-difluoro-9H-fluorene-3-carbonyl)glycyl)-4-fluoro-4-methyl-pyrrolidine-2-carboxamide C(N)(=N)C=1C=C(SC1)[C@@H](C)NC(=O)[C@H]1N(C[C@](C1)(C)F)C(CNC(=O)C=1C=CC=2C(C3=CC=CC=C3C2C1)(F)F)=O